NCCN1CCCCC1 2-aminoethylpiperidine